C[C@@H]1CN(CCN1C)C1=C(C=C(C(=C1)F)C1=CC(=CC=C1)CN1CCOCC1)NC(=O)C1=CNC(C=C1C(F)(F)F)=O (R)-N-(4-(3,4-dimethylpiperazin-1-yl)-6-fluoro-3'-(morpholinomethyl)-[1,1'-biphenyl]-3-yl)-6-oxo-4-(trifluoromethyl)-1,6-dihydropyridine-3-carboxamide